1-(6-(([1,1'-biphenyl]-4-ylmethyl)amino)-9-isopropyl-9H-purin-2-yl)piperazine C1(=CC=C(C=C1)CNC1=C2N=CN(C2=NC(=N1)N1CCNCC1)C(C)C)C1=CC=CC=C1